O=C(C(=O)N)N1[C@H](CC[C@@H](C1)C)C=1C=CC2=C(N=C(S2)C2CC3(CN(C3)C)C2)C1 2-Oxo-2-[(2R,5S)-5-methyl-2-[2-(2-methyl-2-azaspiro[3.3]heptan-6-yl)-1,3-benzothiazol-5-yl]-1-piperidyl]acetamide